CN1C=NC(=C1)C1=NC(=NC=C1C(F)(F)F)NC1CCN(CC1)S(=O)(=O)C=1N=CN(C1)C (1-methyl-1H-imidazol-4-yl)-N-(1-((1-methyl-1H-imidazol-4-yl)sulfonyl)piperidin-4-yl)-5-(trifluoromethyl)pyrimidin-2-amine